BrC=1C=C(C(=CC1)C1=CC(=C(C=C1)[2H])[2H])[2H] 4-bromo-1,1'-biphenyl-2,3',4'-d3